ClC1=NC(=CC(=N1)C=1C=NN(C1)C1CCN(CC1)C(=O)OC(C)(C)C)C(F)(F)F tert-Butyl 4-[4-[2-chloro-6-(trifluoromethyl)pyrimidin-4-yl]pyrazol-1-yl]piperidine-1-carboxylate